FC1([C@@H](CN2C(N(CC[C@@H]21)C2=NOC1=C2C(=CC=C1)C=1SC=CN1)=O)NS(=O)(=O)CC)F N-{(4aR,6R)-5,5-difluoro-1-oxo-2-[4-(1,3-thiazol-2-yl)-1,2-benzoxazol-3-yl]octahydropyrrolo[1,2-c]pyrimidin-6-yl}ethanesulfonamide